1-(6-fluoropyridin-3-yl)ethan-1-one ((5-aminopyridine-3-yl)methyl)carbamate NC=1C=C(C=NC1)CNC(O)=O.FC1=CC=C(C=N1)C(C)=O